P(OCC)([O-])[O-].[Na+].[Na+] Sodium monoethyl phosphite